O1CCC2=C1C(=CC=C2)[C@H](CC=2N=NC=CC2)C=2N=CNC2 (S)-3-(2-(2,3-dihydrobenzofuran-7-yl)-2-(1H-imidazol-4-yl)ethyl)pyridazine